ethyl 1-(2-amino-2-oxoethyl)-4-nitro-1H-imidazole-2-carboxylate NC(CN1C(=NC(=C1)[N+](=O)[O-])C(=O)OCC)=O